COC=1C=C(C=CC1B1OC(C(O1)(C)C)(C)C)N(C(OC(C)(C)C)=O)C Tert-butyl (3-methoxy-4-(4,4,5,5-tetramethyl-1,3,2-dioxaborolan-2-yl)phenyl)(methyl)carbamate